tert-Butyl (NE)-N-[(4S)-4-(3-amino-2-chlorophenyl)-1-{(1R*,3R*)-3-[tert-butyl-(dimethyl)silyl]oxy-4,4-difluorocyclohexyl}-4-methyl-6-oxohexahydropyrimidin-2-ylidene]carbamate NC=1C(=C(C=CC1)[C@]1(N/C(/N(C(C1)=O)[C@H]1C[C@H](C(CC1)(F)F)O[Si](C)(C)C(C)(C)C)=N\C(OC(C)(C)C)=O)C)Cl |o1:14,16|